CN1C[C@@H]([C@H](CC1)NC(=O)C1=CC(=CC=2N(C=NC21)CC(F)(F)F)C#CCNC=2C(OC)=CC(=C(C2)C(=O)N2CC(OC(C2)C)C)F)C N-[(3S,4S)-1-methyl-3-methyl-4-piperidyl]-6-(3-{4-[(2,6-dimethyl-4-morpholinyl)carbonyl]-5-fluoro-2-anisidino}-1-propynyl)-1-(2,2,2-trifluoroethyl)-1H-1,3-benzimidazole-4-carboxamide